3-[[5-[4-[1-[[2-chloro-6-methoxy-4-(6-methyl-7-oxo-1H-pyrazolo[3,4-c]pyridin-4-yl)phenyl]methyl]-4-piperidyl]-1-piperidyl]-2-pyridyl]amino]piperidine-2,6-dione ClC1=C(C(=CC(=C1)C=1C2=C(C(N(C1)C)=O)NN=C2)OC)CN2CCC(CC2)C2CCN(CC2)C=2C=CC(=NC2)NC2C(NC(CC2)=O)=O